C(C)N1C2=CC=CC=C2C=2CCCCC12 9-ethyl-1,2,3,4-tetrahydrocarbazole